ClC[C@H](COC1=CC=C(C=C1)C(C)(C)C1=CC=C(C=C1)OC[C@@H](CN1N=NC(=C1I)CO)O)O (S)-1-chloro-3-(4-(2-(4-((R)-2-hydroxy-3-(4-(hydroxymethyl)-5-iodo-1H-1,2,3-triazol-1-yl)propoxy)phenyl)propan-2-yl)phenoxy)propan-2-ol